4-(5-fluoroindolin-1-yl)-6-(1-(piperidin-4-yl)-1H-pyrazol-4-yl)pyrido[3,2-d]pyrimidine FC=1C=C2CCN(C2=CC1)C=1C2=C(N=CN1)C=CC(=N2)C=2C=NN(C2)C2CCNCC2